C(C=C)N1[C@H](CN(CC1)C(=O)OC(C)(C)C)C(F)(F)F tert-butyl (R)-4-allyl-3-(trifluoromethyl)piperazine-1-carboxylate